C(C=C(C)CCC=C(C)CCC=C(C)C)(=O)OCC ethyl farnesate